1-Bromo-3-(3-bromopropoxy)-2-methylbenzene Potassium carbonate C([O-])([O-])=O.[K+].BrC1=C(C(=CC=C1)OCCCBr)C.[K+]